FC(=C(C(C(C(C(F)(F)F)(F)F)(F)F)(F)F)F)F perfluoro-1-hexene